C(CC(C)C)N1CCC2(CN(C(CO2)=O)CCC)CC1 9-isopentyl-4-propyl-1-oxa-4,9-diazaspiro[5.5]undecan-3-one